N-[(3R,4S)-4-fluoro-1-{(5S)-5-[5-methyl-3-(2,4,6-trifluorophenyl)pyridin-2-yl]-4,5-dihydro-1,2-oxazol-3-yl}pyrrolidin-3-yl]cyclopropanesulfonamide F[C@@H]1[C@@H](CN(C1)C1=NO[C@@H](C1)C1=NC=C(C=C1C1=C(C=C(C=C1F)F)F)C)NS(=O)(=O)C1CC1